ON1C(NC2=C(C1=O)C=CC(=N2)S(=O)(=O)C2=CC=CC=C2)=O 3-hydroxy-7-(phenylsulfonyl)pyrido[2,3-d]pyrimidine-2,4(1H,3H)-dione